OC1=NNC(C2=CC=CC=C12)=O.[Ag] silver 4-hydroxy-1(2H)-phthalazinone